CNC(=O)C1=CC(=CC=2[C@H](COC21)C2=CC=CC=C2)C(=O)NCCC=2C=NC=CC2 |r| (+/-)-N7-methyl-3-phenyl-N5-(2-(pyridin-3-yl)ethyl)-2,3-dihydrobenzofuran-5,7-dicarboxamide